C1(=CC=CC=C1)S(=O)(=O)/C=C/CNC(=O)C=1C(NC=2CCC(CC2C1)(C)C)=O N-[(2E)-3-(benzenesulfonyl)prop-2-en-1-yl]-6,6-dimethyl-2-oxo-1,2,5,6,7,8-hexahydroquinoline-3-carboxamide